BrC1=C(C2=C(OC3(C(N2)=O)CC3)N=C1)C 7'-bromo-8'-methylspiro[cyclopropane-1,3'-pyrido[2,3-b][1,4]oxazin]-2'(1'H)-one